6-tert-butoxy-4-((dimethylamino)methyl)-6-oxohexylboronic acid C(C)(C)(C)OC(CC(CCCB(O)O)CN(C)C)=O